FC1(C(C#N)C(=C(C=C1F)F)F)C#N 2,3,5,6-tetrafluorophthalonitrile